(R)-N-(4,4-difluoro-1-methylpyrrolidin-3-yl)-5-(3-(difluoromethyl)-8-fluoroimidazo[1,2-a]pyridin-6-yl)-6-fluoro-4-methoxypyrrolo[2,1-f][1,2,4]triazin-2-amine FC1([C@@H](CN(C1)C)NC1=NN2C(C(=N1)OC)=C(C(=C2)F)C=2C=C(C=1N(C2)C(=CN1)C(F)F)F)F